C[Si](C(C(=O)OC)C)(OC)C methyl α-dimethylmethoxysilylpropionate